C1(=CC=C(C=C1)C(C#N)=CC1=CC=NC=C1)C(C#N)=CC1=CC=NC=C1 2,2'-(1,4-phenylene)bis(3-(pyridine-4-yl)acrylonitrile)